2-(2-Chlorophenyl)-N-[4-(4-methyl-1,3-thiazol-2-yl)-3-sulfamoylphenyl]acetamide ClC1=C(C=CC=C1)CC(=O)NC1=CC(=C(C=C1)C=1SC=C(N1)C)S(N)(=O)=O